tert-Butyl 3-(5-(2-hydroxypropan-2-yl)-7-(thiazol-2-yl)-4-(trifluoromethyl)benzo[d]oxazol-2-yl)-3,9-diazabicyclo[3.3.1]nonane-9-carboxylate OC(C)(C)C=1C=C(C2=C(N=C(O2)N2CC3CCCC(C2)N3C(=O)OC(C)(C)C)C1C(F)(F)F)C=1SC=CN1